3-((1r,4r)-4-(2-methoxy-4-methylpyridin-3-yl)cyclohexyl)-7-methyl-1,8-naphthyridin-2(1H)-one COC1=NC=CC(=C1C1CCC(CC1)C=1C(NC2=NC(=CC=C2C1)C)=O)C